N[C@H](CC1=C(C=2N=NC=C(C2S1)NCC=1SC=CC1)C)CCOC(F)F 6-[(2S)-2-amino-4-(difluoromethoxy)butyl]-7-methyl-N-(thiophen-2-ylmethyl)thieno[3,2-c]pyridazin-4-amine